[Cl-].[Cl-].[Hf+2].C1(C=CC=C1)C1=C(C(=C(C(=N)N)C=C1)C)C cyclopentadienyl-(dimethylbenzamidine) hafnium dichloride